COC=1C=C2N=C(C=NC2=CC1OC)C1=CC=CC=C1 6,7-dimethoxy-3-phenylquinoxaline